4-(2-aminopropan-2-yl)-2-[6-(4-ethyl-4H-1,2,4-triazol-3-yl)pyridin-2-yl]-6-[(2R)-2-methylpyrrolidin-1-yl]-2,3-dihydro-1H-pyrrolo[3,4-c]pyridin-1-one NC(C)(C)C1=NC(=CC2=C1CN(C2=O)C2=NC(=CC=C2)C2=NN=CN2CC)N2[C@@H](CCC2)C